2-benzyl-4-(2,3-dichlorophenyl)imidazole C(C1=CC=CC=C1)C=1NC=C(N1)C1=C(C(=CC=C1)Cl)Cl